5-(1-methyl-1H-imidazol-4-yl)-1,3,4-oxadiazole CN1C=NC(=C1)C1=NN=CO1